(2R,5S)-1-(1-(4-(trifluoromethyl)phenyl)propyl)-2-ethyl-5-methylpiperazine hydrochloride Cl.FC(C1=CC=C(C=C1)C(CC)N1[C@@H](CN[C@H](C1)C)CC)(F)F